C(C=C)N1S(C2=C(C3=C1C(=CC=C3)C(=O)O)N=C(N=C2)NC2=CC=C(C=C2)N2CCN(CC2)C)(=O)=O 6-allyl-2-{[4-(4-methylpiperazin-1-yl)phenyl]amino}-6H-pyrimido[5,4-c][2,1]benzothiazine-7-carboxylic acid 5,5-dioxide